2-[(4-hydroxy-3,4-dihydro-1H-isoquinolin-2-yl)methyl]-6-methoxy-3H-quinazolin-4-one OC1CN(CC2=CC=CC=C12)CC1=NC2=CC=C(C=C2C(N1)=O)OC